CC1=C(C(CCC1)(C)C)/C=C/C(=C/C=C/C(=C/C=C/C=C(\C)/C=C/C=C(\C)/C=C/C2=C(C=CC(=C2C)C)C)/C)/C beta-Isorenieratene